N-((5-(5-(difluoromethyl)-1,3,4-oxadiazol-2-yl)thiazol-2-yl)methyl)-N-(5-methylpyridin-3-yl)methanesulfonamide FC(C1=NN=C(O1)C1=CN=C(S1)CN(S(=O)(=O)C)C=1C=NC=C(C1)C)F